diethyleneglycol bis[β-(3-t-butyl-4-hydroxyphenyl) propionate] C(C)(C)(C)C=1C=C(C=CC1O)CCC(=O)OCCOCCOC(CCC1=CC(=C(C=C1)O)C(C)(C)C)=O